ClCCN(C(NN=O)=O)CCCl bis(2-chloroethyl)-1-nitrosourea